CC(CCC(=O)OCC1=CC=CC=C1)(CCC1=CC=CC=C1)C benzyl 4,4-dimethyl-6-phenylhexanoate